ethyl (S)-1-((4'-(1,1,1,3,3,3-hexafluoro-2-hydroxypropan-2-yl)-2-methyl-[1,1'-biphenyl]-4-yl)methyl)-4-(pyridin-4-ylmethyl)piperazine-2-carboxylate FC(C(C(F)(F)F)(O)C1=CC=C(C=C1)C1=C(C=C(C=C1)CN1[C@@H](CN(CC1)CC1=CC=NC=C1)C(=O)OCC)C)(F)F